2-oxo-1,8-diazaspiro[4.5]decane-8-carboxamide O=C1NC2(CC1)CCN(CC2)C(=O)N